C[C@H]1[C@@H](C[C@H]([C@@H](O1)O[C@H](C)CCCCCCCCCCCC(=O)O)O)O The molecule is an (omega-1)-hydroxy fatty acid ascaroside obtained by formal condensation of the alcoholic hydroxy group of (13R)-13-hydroxymyristic acid with ascarylopyranose (the alpha anomer). It is a metabolite of the nematode Caenorhabditis elegans. It has a role as a Caenorhabditis elegans metabolite. It is a monocarboxylic acid and an (omega-1)-hydroxy fatty acid ascaroside. It derives from a (13R)-13-hydroxymyristic acid. It is a conjugate acid of an ascr#24(1-).